FC1(CC1)CN1N=C2C(N(C(N(C2)C2CCN(CC2)C2=C(C=CC=C2C)F)=O)CC2=NC=CC=C2C(F)(F)F)=C1 2-(1-Fluoro-cyclopropylmethyl)-6-[1-(2-fluoro-6-methyl-phenyl)-piperidin-4-yl]-4-(3-trifluoromethyl-pyridin-2-ylmethyl)-2,4,6,7-tetrahydro-pyrazolo[4,3-d]pyrimidin-5-one